ClC1=CC=C(C=C1)C=1N=C2N(C=CC=N2)C1 2-(4-Chlorophenyl)imidazo[1,2-a]pyrimidin